6-tetrahydropyran-4-yloxy-1-[1-[4-(trifluoromethoxy)benzoyl]-4-piperidyl]-3H-imidazo[4,5-b]pyridin-2-one O1CCC(CC1)OC=1C=C2C(=NC1)NC(N2C2CCN(CC2)C(C2=CC=C(C=C2)OC(F)(F)F)=O)=O